S1C2=C(C=C1)C=C(C=C2)CNC(=O)[C@H]2N(CCN(C2)C=2C=1C(N=CN2)=NN(C1)C1=CC=C(C=C1)C(F)(F)F)C (S)-N-(benzo[b]thiophen-5-ylmethyl)-1-methyl-4-(2-(4-(trifluoromethyl)phenyl)-2H-pyrazolo[3,4-d]pyrimidin-4-yl)piperazine-2-carboxamide